4-(2-((3-fluorophenyl)sulfonyl)propan-2-yl)-N-methyl-N-(pyridin-4-yl)piperidine-1-carboxamide FC=1C=C(C=CC1)S(=O)(=O)C(C)(C)C1CCN(CC1)C(=O)N(C1=CC=NC=C1)C